1,1-difluoro-N-((6S,7S)-5-((S)-3-fluoro-2-hydroxy-2-methylpropanoyl)-6-((2,3',5'-trifluoro-[1,1'-biphenyl]-3-yl)methyl)-5-azaspiro[2.4]heptan-7-yl)methanesulfonamide FC(S(=O)(=O)N[C@@H]1[C@@H](N(CC12CC2)C([C@](CF)(C)O)=O)CC=2C(=C(C=CC2)C2=CC(=CC(=C2)F)F)F)F